monoethyl 2-benzyl-2-((tert-butoxycarbonyl) amino)-malonate C(C1=CC=CC=C1)C(C(=O)OCC)(C(=O)[O-])NC(=O)OC(C)(C)C